FC=1C=C2C(=CNC2=CC1)CC(O)(C1=CC=CC=C1)C1=CC=CC=C1 2-(5-Fluoro-1H-indol-3-yl)-1,1-diphenylethan-1-ol